N[C@H](CCC(=O)OC(C)(C)C)C(=O)NCCCOC1=CC(=CC=C1)C1=CC2=C(C=C1OC)OCC1=C2N(N=C1C(=O)N1C(COCC1)(C)C)C1=CC(=CC=C1)Cl tert-butyl (R)-4-amino-5-((3-(3-(1-(3-chlorophenyl)-3-(3,3-dimethylmorpholine-4-carbonyl)-7-methoxy-1,4-dihydrochromeno[4,3-c]pyrazol-8-yl)phenoxy)propyl)amino)-5-oxopentanoate